N1CCCC2=C(C=CN=C12)C1=NNC2=NC(=CN=C21)C2CC(C1(C2)CCNCC1)N 3-(3-(1,2,3,4-tetra-hydro-1,8-naphthyridin-5-yl)-1H-pyrazolo[3,4-b]pyrazin-6-yl)-8-azaspiro[4.5]decan-1-amine